O[C@H]1[C@H](OC[C@@H]([C@H]1O)NC1=NC(=CN=C1)C(F)(F)F)COC1=CC=C(N=N1)C(=O)N 6-(((2R,3R,4R,5S)-3,4-dihydroxy-5-((6-(trifluoromethyl)pyrazin-2-yl)amino)tetrahydro-2H-pyran-2-yl)methoxy)pyridazine-3-carboxamide